BrC=1C=C(C#N)C=CC1OCOC 3-bromo-4-(methoxymethoxy)benzonitrile